5-((1H-pyrazol-1-yl)methyl)-N-((3-ethyl-2,4,6-trimethoxyphenyl)sulfonyl)-6-methoxypicolinamide N1(N=CC=C1)CC=1C=CC(=NC1OC)C(=O)NS(=O)(=O)C1=C(C(=C(C=C1OC)OC)CC)OC